N-(4-((R)-2-(6-Aminopyridin-3-yl)propyl)-6-(((R)-1-hydroxy-4-methylpentan-2-yl)amino)-1,3,5-triazin-2-yl)methanesulfonamide NC1=CC=C(C=N1)[C@@H](CC1=NC(=NC(=N1)N[C@@H](CO)CC(C)C)NS(=O)(=O)C)C